1λ3,3λ3-propane [CH2]C[CH2]